[Si](C)(C)(C(C)(C)C)OCC1=CC=C(N)C=C1 4-((tert-butyldimethylsilyloxy)methyl)aniline